C(#N)N1CCC(CC1)N1N=NC(=C1C)C1=CC=2N(C(=C1)OC(C(C)(C)C)C1=NC=CC=C1)C(=CN2)C#N 7-[1-(1-Cyano-4-piperidyl)-5-methyl-triazol-4-yl]-5-[2,2-dimethyl-1-(2-pyridyl)propoxy]imidazo[1,2-a]pyridine-3-carbonitrile